C(CCC)C1OC(C2=CC(=CC=C12)C(=O)NNC1=CC(=CC=C1)Cl)=O 1-butyl-N'-(3-chlorophenyl)-3-oxo-1,3-dihydroisobenzofuran-5-carboxylic acid hydrazide